ClC=1C=C(NC2(CCC3([C@H](CC4=CC=CC=C34)C[C@H](COC3=CC=NC=4CCC(CC34)(C)C)C)CC2)C(=O)O)C=CC1 (1r,2'S,4S)-4-(3-chloroanilino)-2'-{(2R)-3-[(6,6-dimethyl-5,6,7,8-tetrahydroquinolin-4-yl)oxy]-2-methylpropyl}-2',3'-dihydrospiro[cyclohexane-1,1'-indene]-4-carboxylic acid